N1(CCNCC1)CC1=CC=C(N=N1)CN1CCN(CC1)C(=O)OCC1=CC=CC=C1 benzyl 4-[[6-(piperazin-1-ylmethyl)pyridazin-3-yl]methyl]piperazine-1-carboxylate